2-(2-azidopropan-2-yl)nicotinic acid N(=[N+]=[N-])C(C)(C)C1=C(C(=O)O)C=CC=N1